N-(4-methylbenzoyl)piperazine-1-carboxamide hydrochloride Cl.CC1=CC=C(C(=O)NC(=O)N2CCNCC2)C=C1